6-methyl-2-{[(5-phenyl-1,2,4-oxadiazol-3-yl)methyl]sulfanyl}pyrimidin-4-amine CC1=CC(=NC(=N1)SCC1=NOC(=N1)C1=CC=CC=C1)N